Di-tert-butyl-(2',4',6'-triisopropyl-3-methoxy-6-methyl-[1,1'-biphenyl]-2-yl)phosphine C(C)(C)(C)P(C1=C(C(=CC=C1OC)C)C1=C(C=C(C=C1C(C)C)C(C)C)C(C)C)C(C)(C)C